2-((6-((3,6-Dichloro-5-cyanopyridin-2-yl)amino)-1-(oxetan-3-ylmethyl)-2-oxo-1,2-dihydroquinolin-3-yl)oxy)acetic acid ClC=1C(=NC(=C(C1)C#N)Cl)NC=1C=C2C=C(C(N(C2=CC1)CC1COC1)=O)OCC(=O)O